2-phenyl-5-(trimethylgermyl)pyridine C1(=CC=CC=C1)C1=NC=C(C=C1)[Ge](C)(C)C